C(C)OC(C(C)C)=O ethyl-2-methylpropanoat